n-Butylparaben C(CCC)OC(=O)C1=CC=C(O)C=C1